CC1=NC2=CC=CC=C2C(N1C1=C(C=CC=C1)C)=O 2-methyl-3-(2-methylphenyl)-4(3H)quinazolinone